methyl 5-(7-(difluoromethyl)-1-(7-isopropyl-1,3-dimethyl-2-oxo-2,3-dihydro-1H-benzo[d]imidazol-5-yl)-1,2,3,4-tetrahydroquinolin-6-yl)-3-methylpicolinate FC(C1=C(C=C2CCCN(C2=C1)C1=CC2=C(N(C(N2C)=O)C)C(=C1)C(C)C)C=1C=C(C(=NC1)C(=O)OC)C)F